FC(CC1=CC(=C2C(=N1)CCC2)NC(OCC(Cl)(Cl)Cl)=O)(F)F 2,2,2-trichloroethyl (2-(2,2,2-trifluoroethyl)-6,7-dihydro-5H-cyclopenta[b]pyridin-4-yl)carbamate